1-(2-(4-(4-methylbenzyl)piperazine-1-carbonyl)phenyl)ethanone CC1=CC=C(CN2CCN(CC2)C(=O)C2=C(C=CC=C2)C(C)=O)C=C1